[Ir].[Pb]=O lead oxide iridium